[C@H]12CN(C[C@H](CC1)N2)C2=NC(=NC1=C(C(=CC=C21)C2=CC(=CC1=CC=CC=C21)O)F)OCC2CC(C2)(F)F 4-(4-((1R,5S)-3,8-diazabicyclo[3.2.1]octan-3-yl)-2-((3,3-difluorocyclobutyl)methoxy)-8-fluoroquinazolin-7-yl)naphthalen-2-ol